Methyl 4-bromo-2-(difluoromethoxy)-6-methylbenzoate BrC1=CC(=C(C(=O)OC)C(=C1)C)OC(F)F